6-fluoro-8-(6-fluoro-1-methylsulfonylindazol-4-yl)-1,4,4,9-tetramethyl-5H-imidazo[4,5-c]quinoline FC1=CC(=C(C=2C3=C(C(NC12)(C)C)N=CN3C)C)C3=C1C=NN(C1=CC(=C3)F)S(=O)(=O)C